p-chlorophenyl-oxazoline ClC1=CC=C(C=C1)C=1OCCN1